FC1=C(C(=C(C=C1OC)OC)F)N1C(N(C2=C(C1)C=NC1=C2C=C(N1S(=O)(=O)C1=CC=CC=C1)CN1CCOCC1)CC)=O 3-(2,6-difluoro-3,5-dimethoxyphenyl)-1-ethyl-8-(morpholin-4-ylmethyl)-7-(phenylsulfonyl)-1,3,4,7-tetrahydro-2H-pyrrolo[3',2':5,6]pyrido[4,3-d]pyrimidin-2-one